methyl (CIS)-2-((((CIS)-4-phenylcyclohexyl)oxy)methyl)-3-(1H-1,2,4-triazol-5-yl)piperidine-1-carboxylate C1(=CC=CC=C1)[C@H]1CC[C@H](CC1)OC[C@@H]1N(CCC[C@@H]1C1=NC=NN1)C(=O)OC